BrC=1C=NOC1CCC 4-bromo-5-propylisoxazole